2-methylacrylamido-2-methylpropanephosphonic acid CC(C(=O)NC(C(C)C)P(O)(=O)O)=C